C(#N)CCC1=C(C(=O)O)C=CC=C1 2-(2-cyanoethyl)benzoic acid